C(CCC)C1=CC=C(C=C1)C(CCC1=CC=C(O1)C=1C=CC(=C(C(=O)OC)C1)O)=O Methyl 5-(5-(3-(4-butylphenyl)-3-oxopropyl)furan-2-yl)-2-hydroxybenzoate